ClC=1C(=C(C=CC1)C)P(C1=C(C=CC=C1)C)C1=C(C=CC=C1)C chloro[tri(o-tolyl)phosphine]